CN1C=NC(=C1)C=1C=C(C(=O)OC)C=CC1NC1=CC=C(C=C1)C(F)(F)F methyl 3-(1-methyl-1H-imidazol-4-yl)-4-((4-(trifluoromethyl)phenyl) amino)benzoate